[C@H]1([C@@H](O)[C@@H](O)[C@H](O)[C@H](O1)CO)C(C(=O)[O-])O α-D-Mannosyl-glycolate